2-methylbicyclo[2.2.1]heptan-2,3-dicarboxylic anhydride CC12C3CCC(C1C(=O)OC2=O)C3